FC(C=1C=C(C=C(C1)C(F)(F)F)[B-](C1=CC(=CC(=C1)C(F)(F)F)C(F)(F)F)(C1=CC(=CC(=C1)C(F)(F)F)C(F)(F)F)C1=CC(=CC(=C1)C(F)(F)F)C(F)(F)F)(F)F.C(C)[Si+](CC)CC Triethylsilylium tetrakis(3,5-bis(trifluoromethyl)phenyl)borate